2-(2-(2-(2-((2-(2,6-dioxopiperidin-3-yl)-1,3-dioxoisoindolin-4-yl)oxy)acetamido)ethoxy)ethoxy)acetamide O=C1NC(CCC1N1C(C2=CC=CC(=C2C1=O)OCC(=O)NCCOCCOCC(=O)N)=O)=O